ClC1=NC(=CC(=C1)C=1C=C(C=CC1C)NC(C1=CC(=NC=C1)C(F)(F)F)=O)OCC N-(3-(2-chloro-6-ethoxypyridin-4-yl)-4-methylphenyl)-2-(trifluoromethyl)isonicotinamide